CCC(=O)N(C1CCN(CC1)CC2=CC=CC=C2)C3=CC=CC=C3 N-(1-Benzylpiperidin-4-yl)-N-phenylpropanamide